C12COCC(CC1)N2C(=O)C2CCNCC2 (3-oxa-8-azabicyclo[3.2.1]oct-8-yl)(piperidin-4-yl)methanone